1-(2-(Trifluoromethyl)phenyl)cyclopropanamine FC(C1=C(C=CC=C1)C1(CC1)N)(F)F